Methyl 3-((tert-butoxycarbonyl) (methyl)amino)-2-methyl-2-(4-(trifluoromethyl)phenyl)propanoate C(C)(C)(C)OC(=O)N(CC(C(=O)OC)(C1=CC=C(C=C1)C(F)(F)F)C)C